N-(3-(6-(difluoromethoxy)-1H-benzo[d]imidazol-2-yl)phenyl)-5-(pyridin-2-yl)pyrimidin-2-amine FC(OC=1C=CC2=C(NC(=N2)C=2C=C(C=CC2)NC2=NC=C(C=N2)C2=NC=CC=C2)C1)F